C(C)(C)(C)C1N(CCC(C1(F)F)C1=CC=C(C=C1)[C@@]1(C(NC(CC1)=O)=O)C)C(=O)OC(C)(C)C1=C(C=CC=C1)Cl 2-(2-chlorophenyl)propan-2-ol tert-butyl-3,3-difluoro-4-(4-((R)-3-methyl-2,6-dioxopiperidin-3-yl)phenyl)piperidine-1-carboxylate